2-iodo-3-methyl-5-(trifluoromethyl)phenolAt IC1=C(C=C(C=C1C)C(F)(F)F)[O-]